4-((6-ethynylpyridin-3-yl)methyl)morpholine C(#C)C1=CC=C(C=N1)CN1CCOCC1